CC1=C2C(C(NC2=CC=C1)=O)=O (E)-methyl-2,3-indoledione